C(#N)C1=C(N=C2N(C1=O)C=C(C=C2C(C)NC2=C(C(=O)O)C=CC=C2)C(F)F)N2CCC(CC2)(F)F 2-((1-(3-cyano-7-(difluoromethyl)-2-(4,4-difluoropiperidin-1-yl)-4-oxo-4H-pyrido[1,2-a]pyrimidin-9-yl)ethyl)amino)benzoic acid